(3,5-dichloro-4-(2-hydroxyethoxy)phenyl)boric acid ClC=1C=C(C=C(C1OCCO)Cl)OB(O)O